COC1=CC2=C(N(N=N2)C2=C(C=C(CNS(=O)(=O)N)C=C2)F)C=C1OC N-(4-(5,6-dimethoxy-1H-benzo[d][1,2,3]triazol-1-yl)-3-fluorobenzyl)sulfamide